N1(N=CN=C1)C(=O)N1N=CN=C1 di-(1H-1,2,4-triazol-1-yl)methanone